4-(4-methylpiperazin-1-yl)-4-oxobutanoic acid CN1CCN(CC1)C(CCC(=O)O)=O